C(=O)O.CN(C/C=C/C(=O)NC1=CC=C(C=C1)C(=O)N1CC(CC1)C1=CC=2C(=NC=CC2C=2C=NN3N=CC=CC32)N1)C (E)-4-(Dimethylamino)-N-(4-(3-(4-(pyrazolo[1,5-b]pyridazin-3-yl)-1H-pyrrolo[2,3-b]pyridin-2-yl)pyrrolidine-1-carbonyl)phenyl)but-2-enamide formate salt